2,6-diethyl-4-methylphenyl-diazonium C(C)C1=C(C(=CC(=C1)C)CC)[N+]#N